3-methoxybicyclo[1.1.1]pentane-1-carbohydrazide COC12CC(C1)(C2)C(=O)NN